{8-[5-(2-morpholin-4-yl-ethoxy)-pyridin-2-yl]-2,3-dihydro-benzo[1,4]dioxin-2-ylmethyl}-amid N1(CCOCC1)CCOC=1C=CC(=NC1)C1=CC=CC2=C1OC(CO2)C[NH-]